COC=1C(=CC2=CN(N=C2C1)C1CCC(CC1)N1CCC2(CCN(CC2)C(=O)OC(C)(C)C)CC1)NC(=O)C1=NC(=CC=C1)C(F)(F)F tert-butyl 9-((1s,4s)-4-(6-methoxy-5-(6-(trifluoromethyl) pyridinecarboxamido)-2H-indazol-2-yl) cyclohexyl)-3,9-diazaspiro[5.5]undecane-3-carboxylate